8,8,11-Trimethyl-5-pentyl-2-phenyl-8a,9,10,12a-tetrahydro-4H,8H-benzo[c][1,3]dioxino[4,5-f]chromen-4-on CC1(OC2=CC(=C3C(=C2C2C1CCC(=C2)C)OC(OC3=O)C3=CC=CC=C3)CCCCC)C